ClC1=C(C=CC(=N1)C(=O)NC)N1CCN(CC1)CC1=CC=C2CN(C(NC2=C1)=O)CC 6-chloro-5-(4-((3-ethyl-2-oxo-1,2,3,4-tetrahydroquinazolin-7-yl)methyl)piperazin-1-yl)-N-methylpicolinamide